(5S)-3-Oxo-2-[3-(trifluoromethyl)benzyl]-2,3,5,6,7,8-hexahydro[1,2,4]triazolo[4,3-a]pyridine-5-carboxylic acid O=C1N(N=C2N1[C@@H](CCC2)C(=O)O)CC2=CC(=CC=C2)C(F)(F)F